FC(C1=NOC(=C1C1=CC=C(C=C1)C1=CC=C(C=C1)C(F)(F)F)C1=C(C=C(C=C1)O)O)(F)F 4-(3-(trifluoromethyl)-4-(4'-(trifluoromethyl)-[1,1'-biphenyl]-4-yl)isoxazol-5-yl)benzene-1,3-diol